C(C)(=O)O[C@H]1[C@@H](O[C@@H]([C@@H]1F)N1C(NC(C(=C1)C)=O)=O)COP(=O)(OC1=CC=CC=C1)N[C@@H](C)C1OCCCO1 (2S,3S,4R,5S)-2-((((((S)-1-(1,3-Dioxan-2-yl)ethyl)amino)(phenoxy)phosphoryl)oxy)-methyl)-4-fluoro-5-(5-methyl-2,4-dioxo-3,4-dihydropyrimidin-1(2H)-yl)tetrahydrofuran-3-yl acetate